C(C)(C)SC=1C=C(C=CC1)C1=NNC(=C1O)C 3-(3-(isopropylthio)phenyl)-5-methyl-pyrazol-4-ol